(R)-2-tert-butyloxycarbonylamino-N-benzyl-3-methoxypropionamide C(C)(C)(C)OC(=O)N[C@@H](C(=O)NCC1=CC=CC=C1)COC